FC1OC2(OC1)CCC1(OCCC1O)CC2 fluoro-1,4,9-trioxadispiro[4.2.48.25]tetradecan-12-ol